FC1=CC(=C(C=C1)C(=O)N1C[C@@H](CC[C@H]1C)OC1=NC=CC(=C1)C#N)C1=NC=CC=N1 2-({(3R,6R)-1-[(4-fluoro-2-pyrimidin-2-ylphenyl)carbonyl]-6-methylpiperidin-3-yl}oxy)pyridine-4-carbonitrile